BrC=1N(C2=NC=NC(=C2N1)N)C1CCC1 8-Bromo-9-cyclobutyl-9H-adenine